Cl.FC1=C(C=CC(=C1C)F)C(C)(C)NC(=O)[C@@H]1CN[C@@H](CO1)CO (2S,5R)-N-(2-(2,4-difluoro-3-methylphenyl)propan-2-yl)-5-(hydroxymethyl)morpholine-2-carboxamide hydrochloride